N-(6-cyanopyrazolo[1,5-a]pyrimidin-3-yl)-2-(4-((1-(2-(2,6-dioxopiperidin-3-yl)-3-oxoisoindolin-5-yl)piperidin-4-yl)methyl)piperazin-1-yl)-5-isopropoxybenzo[d]thiazole-6-carboxamide C(#N)C=1C=NC=2N(C1)N=CC2NC(=O)C2=CC1=C(N=C(S1)N1CCN(CC1)CC1CCN(CC1)C=1C=C3C(N(CC3=CC1)C1C(NC(CC1)=O)=O)=O)C=C2OC(C)C